FC(C=1C=CC(=NC1)N1C[C@H](CC1)OC1=C(C(=O)N)C=CC=C1)(F)F (S)-2-(1-(5-(trifluoromethyl)pyridin-2-yl)pyrrolidin-3-yloxy)benzamide